6-(5,6-dihydrocyclopenta[d][1,2,3]triazol-1(4H)-yl)pyridin-2-amine N1(N=NC2=C1CCC2)C2=CC=CC(=N2)N